CC\C=C/CC=CCC=CC=CCCCCCC (Z)-octadeca-3,6,9,11-tetraene